O1C=CC(C1)=O Furan-4-one